4-(N-(3,5-Bis((E)-3,4-dimethoxybenzylidene)-4-oxocyclohexyl)sulfamoyl)benzene-1,2-diaminium bis(trifluoroacetate) FC(C(=O)[O-])(F)F.FC(C(=O)[O-])(F)F.COC=1C=C(\C=C\2/CC(C\C(\C2=O)=C/C2=CC(=C(C=C2)OC)OC)NS(=O)(=O)C=2C=C(C(=CC2)[NH3+])[NH3+])C=CC1OC